CC1=C(C=2N(C=C1C=1NC3=CC=C(C=C3C1C(C)C)C1CCN(CC1)C(=O)NCCN1CCOCC1)N=CN2)C 4-(2-(7,8-dimethyl-[1,2,4]triazolo[1,5-a]pyridin-6-yl)-3-isopropyl-1H-indol-5-yl)-N-(2-morpholinoethyl)piperidine-1-carboxamide